(R)-6-(2-(3',5'-dichloro-[1,1'-biphenyl]-3-yl)-2-hydroxyacetyl)-2-(1-phenylcyclopropyl)-3,5,6,7,8,9-hexahydro-4H-pyrimido[5,4-c]azepin-4-one ClC=1C=C(C=C(C1)Cl)C1=CC(=CC=C1)[C@H](C(=O)N1CC2=C(CCC1)N=C(NC2=O)C2(CC2)C2=CC=CC=C2)O